N-(2-((2-bromophenyl)ethynyl)-4-methylphenyl)-4-methylbenzenesulfonamide BrC1=C(C=CC=C1)C#CC1=C(C=CC(=C1)C)NS(=O)(=O)C1=CC=C(C=C1)C